COC(=O)C1(CC2=C(C(=NC(=C2C)OCC2CNC(CO2)=O)C)C1)C(=O)OC 1,4-dimethyl-3-[(5-oxomorpholin-2-yl)methoxy]-5,7-dihydrocyclopenta[c]Pyridine-6,6-dicarboxylic acid dimethyl ester